(1S,4S)-5-(6-bromo-2,7-dichloro-8-fluoroquinazolin-4-yl)-2,5-diazabicyclo[2.2.1]heptane-2-carboxylate BrC=1C=C2C(=NC(=NC2=C(C1Cl)F)Cl)N1[C@@H]2CN([C@H](C1)C2)C(=O)[O-]